FC=1C=C(C=CC1OC1=CC=NC2=CC(=C(C=C12)OC)OCCCN1CC(CC1)O)NC(=O)C1=C2C(=CN(C1=O)C1=CC=C(C=C1)F)CCO2 N-(3-fluoro-4-((7-(3-(3-hydroxypyrrolidin-1-yl)propoxy)-6-methoxyquinolin-4-yl)oxy)phenyl)-5-(4-fluorophenyl)-6-oxo-2,3,5,6-tetrahydrofuro[3,2-c]pyridine-7-carboxamide